(±)-1-Cyclohexyl-2-methylpropan-1-ol C1(CCCCC1)[C@@H](C(C)C)O |r|